4-(phenylamino)-2-(3,4,5-trimethoxyphenylamino)pyrimidine-5-carboxamide C1(=CC=CC=C1)NC1=NC(=NC=C1C(=O)N)NC1=CC(=C(C(=C1)OC)OC)OC